N-(2,6-dimethyl-[1,2,4]triazolo[1,5-a]pyridin-7-yl)-1,1-diphenylmethanimine CC1=NN2C(C=C(C(=C2)C)N=C(C2=CC=CC=C2)C2=CC=CC=C2)=N1